6-methyl-7-oxo-1-tosyl-6,7-dihydro-1H-pyrrolo[2,3-c]pyridine CN1C(C2=C(C=C1)C=CN2S(=O)(=O)C2=CC=C(C)C=C2)=O